(R)-3-(5-(difluoromethoxy)-2-fluorophenyl)-1-((S)-3-hydroxy-3-methylbutan-2-yl)-N-(3-methyl-1,1-dioxidothietan-3-yl)-4,5,6,7-tetrahydro-1H-indazole-6-carboxamide FC(OC=1C=CC(=C(C1)C1=NN(C=2C[C@@H](CCC12)C(=O)NC1(CS(C1)(=O)=O)C)[C@@H](C)C(C)(C)O)F)F